4-((S)-4-acryloyl-2-methylpiperazin-1-yl)-7-chloro-6-fluoro-1-(2-isopropyl-6-methyl-4-(methylsulfanyl)pyridin-3-yl)pyrido[2,3-d]pyrimidin-2(1H)-one C(C=C)(=O)N1C[C@@H](N(CC1)C=1C2=C(N(C(N1)=O)C=1C(=NC(=CC1SC)C)C(C)C)N=C(C(=C2)F)Cl)C